NC1=C(C=C(C=C1)C=1SC(=CC1)F)NC(C1=CC=C(C=C1)C1CCN(CC1)CC=1C(=NN(C1)C)C)=O N-(2-amino-5-(5-fluorothiophen-2-yl)phenyl)-4-(1-((1,3-dimethyl-1H-pyrazol-4-yl)methyl)piperidin-4-yl)benzamide